ClC=1C(=CC(=C(C1)C(C(=O)OC)(C(=O)OC)C)[N+](=O)[O-])C(=O)OC dimethyl 2-(5-chloro-4-(methoxycarbonyl)-2-nitrophenyl)-2-methylmalonate